[Zn].C(C)(=O)CC(C)=O Acetylacetone Zinc